Cl.BrC1=CC(=C(C=C1)C=C1CNC1)F 3-[(4-bromo-2-fluoro-phenyl)methylene]azetidine hydrochloride